2-[6-[(4aR,8aR)-7-methyl-2,3,4,4a,5,6,8,8a-octahydro-1,7-naphthyridin-1-yl]pyridazin-3-yl]-3-methyl-5-(trifluoromethyl)phenol CN1CC[C@H]2CCCN([C@H]2C1)C1=CC=C(N=N1)C1=C(C=C(C=C1C)C(F)(F)F)O